(2-((6-chloro-4-(difluoromethoxy)-2,3-dihydro-1H-inden-2-yl)amino)pyrimidin-5-yl)(6-oxa-1-azaspiro[3.3]heptan-1-yl)methanone ClC1=CC(=C2CC(CC2=C1)NC1=NC=C(C=N1)C(=O)N1CCC12COC2)OC(F)F